1-methyl-spiro[indoline-2,4'-piperidin]-3-one CN1C2=CC=CC=C2C(C12CCNCC2)=O